2,3-dihydro-1H-pyrrolo[3,4-c]pyridine-6-carboxamide C1NCC=2C=NC(=CC21)C(=O)N